N-((6-(4-fluorophenyl)-4-(1-methyl-1H-pyrazol-3-yl)pyridin-3-yl)methyl)acrylamide FC1=CC=C(C=C1)C1=CC(=C(C=N1)CNC(C=C)=O)C1=NN(C=C1)C